2-(5-{[(2R,3S,5S)-2-fluoro-8-azabicyclo[3.2.1]octan-3-yl](methyl)amino}pyrazin-2-yl)-5-(1-methyl-1H-pyrazol-3-yl)phenol F[C@@H]1C2CC[C@@H](C[C@@H]1N(C=1N=CC(=NC1)C1=C(C=C(C=C1)C1=NN(C=C1)C)O)C)N2